BrC=1C=CC(=C2C=CC(OC12)(C)C)C[C@@H](C(=O)OC)NC(C1=C(C=CC=C1Cl)Cl)=O methyl (S)-3-(8-bromo-2,2-dimethyl-2H-chromen-5-yl)-2-(2,6-dichloro benzamido)propanoate